C(=C)N1C(N(C=C1)C=C)=O 1,3-divinyl-2-imidazolone